C\C(=C/CCC(C=C)=C)\CCC=C(C)C (E)-7,11-dimethyl-3-methylenedodeca-1,6,10-triene